C1(CCCCC1)CCC=1C=NC2=CC(=C(C=C2C1)OC)OC 3-(2-Cyclohexyl-ethyl)-6,7-dimethoxy-quinoline